C(C)(=O)OC1C(C=CCCOC(CC(CC1)O[Si](CC)(CC)CC)=O)OC(=O)OC1=CC=C(C=C1)[N+](=O)[O-] 6-(((4-nitrophenoxy)carbonyl)oxy)-12-oxo-10-((triethylsilyl)oxy)oxacyclododec-4-en-7-yl acetate